2-chloro-5-(trifluoromethyl)pyridin-3-ol ClC1=NC=C(C=C1O)C(F)(F)F